COC(=O)[C@H]1N([C@H]([Se][C@@H]1C(N)=O)C(C)(C)C)C=O (2R,4R,5S)-2-(tert-butyl)-5-carbamoyl-3-formyl-1,3-selenazolidine-4-carboxylic acid methyl ester